(ethylmethylamino)vanadium C(C)N(C)[V]